Pyrrolidine-2-Nitrile N1C(CCC1)C#N